FC(C1=C(C=CC=C1)[C@@H](C)NC=1C2=C(N=C(N1)C)C=NC(=C2)N2C[C@@H](CC2)NC(C)=O)F |&1:8| N-{(3R)-1-[4-({(1RS)-1-[2-(difluoromethyl)phenyl]ethyl}amino)-2-methylpyrido[3,4-d]pyrimidin-6-yl]pyrrolidin-3-yl}acetamide